tert-butyl ((S)-(5-((E)-(((R)-tert-butylsulfinyl)imino)methyl)benzo[d]oxazol-2-yl)(4,4-difluorocyclohexyl)methyl)carbamate C(C)(C)(C)[S@@](=O)\N=C\C=1C=CC2=C(N=C(O2)[C@H](C2CCC(CC2)(F)F)NC(OC(C)(C)C)=O)C1